4-[(4-cyclohexylphenyl)amino]-2-[(2,2-difluoroethyl)(methyl)amino]-6-(prop-2-yl)-5,6-dihydro-7H-pyrrolo[3,4-d]pyrimidin-7-one C1(CCCCC1)C1=CC=C(C=C1)NC=1C2=C(N=C(N1)N(C)CC(F)F)C(N(C2)C(C)C)=O